C(C)OC(C)(C1=CC=CC=C1)OCC 1,1-Diethoxy-1-phenylethan